C1(CC1)N1CCNCCC1 1-cyclopropyl-[1,4]diazepane